(3S)-4-[[1-[[1-[2-(2,6-dioxo-3-piperidinyl)-1,3-dioxo-isoindolin-5-yl]-4-piperidinyl]methyl]triazol-4-yl]methyl]-3-methyl-piperazine-1-carboxylic acid tert-butyl ester C(C)(C)(C)OC(=O)N1C[C@@H](N(CC1)CC=1N=NN(C1)CC1CCN(CC1)C=1C=C2C(N(C(C2=CC1)=O)C1C(NC(CC1)=O)=O)=O)C